Tetranitrogen dodecane CCCCCCCCCCCC.[N].[N].[N].[N]